1-{[6-(Cyclopentyloxy)-1-methyl-3,4-dihydro-2-naphthalenyl]methyl}-3-azetidinecarboxylic acid C1(CCCC1)OC=1C=C2CCC(=C(C2=CC1)C)CN1CC(C1)C(=O)O